(S)-2-((4-(4-fluoro-3-((1-methyl-1H-indazole-5-yl)methoxy)phenyl)piperidin-1-yl)methyl)-1-(oxetan-2-ylmethyl)-1H-benzo[d]imidazole-6-carboxylic acid FC1=C(C=C(C=C1)C1CCN(CC1)CC1=NC2=C(N1C[C@H]1OCC1)C=C(C=C2)C(=O)O)OCC=2C=C1C=NN(C1=CC2)C